2-(3-(1-(difluoro(4-methyl-4H-1,2,4-triazol-3-yl)methyl)cyclopropyl)phenyl)-4-(trifluoromethyl)isoindolin-1-one FC(C1(CC1)C=1C=C(C=CC1)N1C(C2=CC=CC(=C2C1)C(F)(F)F)=O)(C1=NN=CN1C)F